tert-butyl 7-(dimethoxymethyl)-4-fluoro-6-vinyl-3,4-dihydro-2,4-methylene-1,8-naphthyridine-1(2H)-carboxylate COC(C1=C(C=C2C3(CC(N(C2=N1)C(=O)OC(C)(C)C)C3)F)C=C)OC